trans-4-(((trans-4-(6-Cyano-5-methoxypyridin-2-yl)cyclohexyl)methyl) (3-(2-isopropyloxazol-4-yl)phenyl)carbamoyl)cyclohexyl methylcarbamate CNC(O[C@@H]1CC[C@H](CC1)C(N(C1=CC(=CC=C1)C=1N=C(OC1)C(C)C)C[C@@H]1CC[C@H](CC1)C1=NC(=C(C=C1)OC)C#N)=O)=O